17-Hexacosenoic acid C(CCCCCCCCCCCCCCCC=CCCCCCCCC)(=O)O